1-chloro-3,5-dimethyladamantane ClC12CC3(CC(CC(C1)C3)(C2)C)C